N[C@@H]1[C@@H](OCC12CCN(CC2)C2=NC(=C(C(=N2)C#N)C2=C(C(=CC=C2)Cl)Cl)C)C 2-((3S,4S)-4-amino-3-methyl-2-oxa-8-azaspiro[4.5]decan-8-yl)-5-(2,3-dichlorophenyl)-6-methylpyrimidine-4-carbonitrile